NC1=C(C=CC=C1)NC(CCCOC=1C=C(C=C2C(=NC=NC12)C)C=1C=NC(=C(C1)F)OC)=O N-(2-aminophenyl)-4-((6-(5-fluoro-6-methoxypyridin-3-yl)-4-methylquinazolin-8-yl)oxy)butanamide